N-(3-chloro-4-fluoro-phenyl)-1,1-dioxo-2-phenyl-1,4-thiazinane-4-carboxamide ClC=1C=C(C=CC1F)NC(=O)N1CC(S(CC1)(=O)=O)C1=CC=CC=C1